CC(CCOOC(CCCC)=O)C pentanoyl 3-methylbutyl peroxide